N(=[N+]=[N-])C=1N=C(C=2C(N1)=CN(N2)CC2=C(C=C(C=C2)N2CCN(CC2)C(=O)OCCCNC(CCCCCCCCCCCCCCCCC)=O)OC)NCCCC 3-stearamidopropyl 4-(4-((5-azido-7-(butylamino)-2H-pyrazolo[4,3-d]pyrimidin-2-yl)methyl)-3-methoxyphenyl)piperazine-1-carboxylate